N,N-bis(phosphonoethyl)glycine P(=O)(O)(O)CCN(CC(=O)O)CCP(=O)(O)O